OC(C1=NC=C2N(C(N(C2=N1)C1CCOCC1)=O)C)C=1C(=CC=2N(C1)N=CN2)C 2-(hydroxy(7-methyl-[1,2,4]triazolo[1,5-a]pyridin-6-yl)methyl)-7-methyl-9-(tetrahydro-2H-pyran-4-yl)-7,9-dihydro-8H-purin-8-one